5-methyl-N-(5-methyl-1H-pyrazol-3-yl)-2-(methylthio)-6-morpholinopyrimidin CC=1C=NC(N(C1N1CCOCC1)C1=NNC(=C1)C)SC